CN1N=NC2=C1C=CC(=C2C)C(C(C(=O)OC)(C)C)C2=CC(=C(C=C2)C)CN2C[C@H](OC1=C(C2)C=C2CCCC2=C1)CC methyl 3-(1,4-dimethyl-1H-benzo[d][1,2,3]triazol-5-yl)-3-(3-(((R)-2-ethyl-2,3,5,7,8,9-hexahydro-4H-indeno[5,6-f][1,4]oxazepin-4-yl) methyl)-4-methylphenyl)-2,2-dimethylpropionate